[C@@H]1(C2(CC3=CC=CC=C13)CNC2)N (R)-1',3'-dihydrospiro[azetidine-3,2'-inden]-1'-amine